4-(7-methoxy-2-(piperidin-1-yl)-3-(pyrrolidin-2-yl)quinolin-6-yl)-3,5-dimethylisoxazole COC1=C(C=C2C=C(C(=NC2=C1)N1CCCCC1)C1NCCC1)C=1C(=NOC1C)C